FC1(CNC2=CC=CC=C12)F 3,3-difluoroindolin